C1(=CC=CC=C1)C1OC(OC1C1=CC=CC=C1)=C 4,5-Diphenyl-2-methylene-1,3-dioxolane